[Cl-].[Cl-].P(=O)(OOCCCC)(OCC)[O-] butoxyl ethyl phosphate dichloride